17-amino-13-methyl-15-(trifluoromethyl)-19-oxa-3,4,13,18-tetrazatricyclo[12.3.1.12,5]nonadeca-1(18),2,4,14,16-pentaen-6-one NC1=CC(=C2N(CCCCCCC(C3=NN=C(C1=N2)O3)=O)C)C(F)(F)F